O1C=COC(=C1)C(=O)OC methyl dioxin-5-carboxylate